(1R,3S,5R)-3-(hydroxymethyl)-2-azabicyclo[3.1.0]hexane-2-carboxylic acid tert-butyl ester C(C)(C)(C)OC(=O)N1[C@@H]2C[C@@H]2C[C@H]1CO